O1CCN(CC1)C1=C(CN2CCN(CC2)C(=O)Cl)C=CC(=C1)C(F)(F)F 4-(2-morpholino-4-(trifluoromethyl)benzyl)piperazine-1-carbonyl chloride